NC1=CC=C(C=C1)OC(C1=CC=C(C=C1)N)=O 4-Aminobenzoic acid 4-aminophenylester